2-((1s,4s)-4-((4,6-difluoro-5-(4'-((2-(2-hydroxyethoxy)ethoxy)methyl)-[1,1'-biphenyl]-4-yl)-1H-benzo[d]imidazol-2-yl)oxy)cyclohexyl)acetic acid FC1=C(C(=CC=2NC(=NC21)OC2CCC(CC2)CC(=O)O)F)C2=CC=C(C=C2)C2=CC=C(C=C2)COCCOCCO